(8R)-8-(4-hydroxybenzyl)-6-(naphthalen-1-ylmethyl)-7,11-dioxo-N-phenethyl-4a,5,6,7,8,9-hexahydrothieno[3',2':4,5]pyrimido[1,2-a][1,4]diazepine-4(11H)-carboxamide OC1=CC=C(C[C@H]2C(N(CC3N(C2)C(C2=C(N3C(=O)NCCC3=CC=CC=C3)C=CS2)=O)CC2=CC=CC3=CC=CC=C23)=O)C=C1